C(C)(C)(C)OC(=O)N[C@H](C(=O)N[C@H](C(=O)OC)C[C@H]1C(NCCC1)=O)CC1CC1 methyl (2S)-2-[[(2S)-2-(tert-butoxy carbonyl amino)-3-cyclopropyl-propanoyl]amino]-3-[(3S)-2-oxo-3-piperidyl]propanoate